C(C)(=O)C=1C=C2CC(NC2=CC1)=S 5-acetyl-indoline-2-thione